C(C)(C)(C)OC(=O)NC=1C=CC(=NC1)C(C(=O)OCC)(F)F ethyl 2-(5-(tert-butoxycarbonylamino) pyridin-2-yl)-2,2-difluoroacetate